N1N=CC(=C1)C1=CC=C(C=C1)N1CCC(CC1)CNC(CCCCCC=C)=O N-((1-(4-(1H-pyrazol-4-yl)phenyl)piperidin-4-yl)methyl)oct-7-enamide